FC1=C(C(=O)N[C@@H](C(=O)N2CCC3(CC2)C(CN(CC3)C)C3=CC=CC=C3)C(C)C)C=C(C=C1)C(F)(F)F 2-fluoro-N-((2R)-3-methyl-1-(9-methyl-7-phenyl-3,9-diazaspiro[5.5]-undec-3-yl)-1-oxobutan-2-yl)-5-(trifluoromethyl)benzamide